FC=1C(=CC=2C3=C(NC(C2C1)=O)COC[C@@H]3N(C(=O)C=3NC1=CC(=CC(=C1C3)F)F)C)F |r| Racemic-N-(8,9-difluoro-6-oxo-1,4,5,6-tetrahydro-2H-pyrano[3,4-c]isoquinolin-1-yl)-4,6-difluoro-N-methyl-1H-indole-2-carboxamide